ClC=1C=C(C=CC1F)NC(N(C1=CC=C(C=C1)OC)CC1=NN=C(N1C)C1CCCC1)=O (3-Chloro-4-fluorophenyl)-1-((5-cyclopentyl-4-methyl-4H-1,2,4-triazol-3-yl)methyl)-1-(4-methoxyphenyl)urea